(2-methoxyethoxy) ethyl-glyceryl ether C(C)C(C(O)CO)OOCCOC